N-((1s,3s)-3-Methoxycyclobutyl)-2-(1-methyl-1H-imidazol-2-yl)-5-phenyl-6-(pyridin-3-yl)pyrrolo[2,1-f][1,2,4]triazin-4-amine COC1CC(C1)NC1=NC(=NN2C1=C(C(=C2)C=2C=NC=CC2)C2=CC=CC=C2)C=2N(C=CN2)C